C1(CC1)C(=O)C=1C(=NC2=C(C=CC(=C2C1Cl)Cl)Cl)S(=O)C=1C=NC=NC1 Cyclopropyl(4,5,8-trichloro-2-(pyrimidin-5-ylsulfinyl)quinoline-3-yl)methan-1-one